CC(CCCCCCCCC)C1SC[C@H](N1)C(=O)[O-].[Na+] sodium (±)-(4R)-2-(undecan-2-yl)thiazolidine-4-carboxylate